4-((S)-1-((R)-1-((4'-carbamoyl-5-hydroxy-2'-methyl-1,2,3,4,5,6-hexahydro-[1,1'-biphenyl]-3-yl)methyl)pyrrolidine-2-carboxamido)ethyl)benzoic acid C(N)(=O)C1=CC(=C(C=C1)C1CC(CC(C1)O)CN1[C@H](CCC1)C(=O)N[C@@H](C)C1=CC=C(C(=O)O)C=C1)C